CS(=O)(=O)N1CC(CC1)N1N=CC2=C1NC(C=1C=CC=CC21)=O 3-(1-(methylsulfonyl)pyrrolidin-3-yl)-3,4-dihydro-5H-pyrazolo[3,4-c]isoquinolin-5-one